C(C1=CC=CC=C1)NC(=O)[C@@]12NC([C@H]3[C@H]([C@@H]1N(C[C@@H]2C3)CC3=CC=C(C=C3)N(C)C)CC(C)C)=O |o1:10,13,14,15,18| (3S*,3aS*,6R*,7R*,7aS*)-N-benzyl-1-(4-(dimethylamino)benzyl)-7-isobutyl-5-oxooctahydro-3aH-3,6-methanopyrrolo[3,2-b]pyridine-3a-carboxamide